4-(1-(tert-butyl)-1H-benzo[d]imidazol-2-yl)-6-methoxy-3-methylbenzene-1,2-diol C(C)(C)(C)N1C(=NC2=C1C=CC=C2)C=2C(=C(C(=C(C2)OC)O)O)C